ClC(C1=CC=C(C=C1)N1C(=NC=2C1=NC(=CC2)C2=CC=C(C=C2)F)C=2C(=NC=CC2)N)([2H])[2H] 3-(3-(4-(chloromethyl-d2)phenyl)-5-(4-fluorophenyl)-3H-imidazo[4,5-b]pyridin-2-yl)pyridin-2-amine